ClC=1C=C(C=NC1)[C@@H]1[C@H](C1)C(=O)O |r| rac-(1S*,2S*)-2-(5-chloropyridin-3-yl)cyclopropane-1-carboxylic acid